[N+](=[N-])=CC(CC[C@@H](C(=O)OCCNC(C)C)NC([C@@H](C)OC)=O)=O 2-(isopropylamino)ethyl (S)-6-diazo-2-((R)-2-methoxypropanamido)-5-oxohexanoate